ClC(OC1=CC=C(C=C1)NC(=O)C1=CN(C(C=C1)=O)C=1C=C2N=CC=NC2=CC1)(F)F N-[4-(Chlorodifluoromethoxy)phenyl]-6-oxo-1-(quinoxalin-6-yl)-1,6-dihydropyridine-3-carboxamide